S1N=C(C=C1)NS(=O)(=O)C1=NC=CC(=C1)C N-(isothiazol-3-yl)-4-methylpyridine-2-sulfonamide